N-((4-(4-chlorophenyl)thiazol-2-yl)aminomethylthio)-3,4,5-trihydroxybenzamide ClC1=CC=C(C=C1)C=1N=C(SC1)NCSNC(C1=CC(=C(C(=C1)O)O)O)=O